C12(CC(C1)C2)N2C[C@H](N(S(C1=C2C=C(C(=C1)O\C=C(\C(=O)O)/F)SC)(=O)=O)C)C(C)C (R,Z)-3-((5-(bicyclo[1.1.1]pentan-1-yl)-3-isopropyl-2-methyl-7-(methylthio)-1,1-dioxido-2,3,4,5-tetrahydrobenzo[f][1,2,5]thiadiazepin-8-yl)oxy)-2-fluoroacrylic acid